C1(=CC=C(C=C1)C(=COC(C(=O)OC(C)CC)C)C)C (±)-sec-butyl 2-((2-(p-tolyl)prop-1-en-1-yl)oxy)propanoate